ClC=1C=NN(C(C1Cl)=O)CC(=O)NC1=C2CCC3=CC=C(CCC(=C1)C=C2)C=C3 2-(4,5-dichloro-6-oxo-pyridazin-1-yl)-N-(5-tricyclo[8.2.2.2^4,7]hexadeca-1(12),4,6,10,13,15-hexaenyl)acetamide